C1(=CC=CC=C1)[C@@H]1CN(C[C@H]1NC(=O)NC1=C2C(=NN1C1=CC=CC=C1)CCC2)CC(=O)N 2-((3R,4S)-3-phenyl-4-(3-(2-phenyl-2,4,5,6-tetrahydrocyclopenta[c]pyrazol-3-yl)ureido)pyrrolidin-1-yl)acetamide